rac-cis-3,4-dihydroxy-trans-5-(hydroxymethyl)tetrahydrofuran-2-one OC1C(OC(C1O)CO)=O